ClC1=C(C=C(C=C1N)C)N(C)C1=CC=C(C=C1)Cl 2-chloro-N1-(4-chlorophenyl)-N1,5-dimethylbenzene-1,3-diamine